FC=1C=C2/C(/C(NC2=CC1)=O)=N/NC(NC1=CC(=CC=C1)[N+](=O)[O-])=S (Z)-2-(5-fluoro-2-oxoindolin-3-ylidene)-N-(3-nitrophenyl)hydrazinecarbothioamide